PYRROLIDINIUM IODIDE [I-].[NH2+]1CCCC1